3,4-difluoro(p-fluoro)benzonitrile FC1C=C(C#N)C=CC1(F)F